C(C)(C)(C)OC(=O)N(C1=C2N=CN(C2=NC=N1)CC[C@@H]1OC1)C(=O)OC(C)(C)C N6,N6-Bis(tert-butoxycarbonyl)-9-{[(2S)-oxiran-2-yl]ethyl}adenine